2-(trimethylsilyl)ethoxycarbonyl-L-valine C[Si](CCOC(=O)N[C@@H](C(C)C)C(=O)O)(C)C